ClC1=NC=CC(=C1)OC1CCN(CC1)C1=NC=NC2=C1SC=1N=NC(=C(C12)C)C 8-[4-[(2-chloro-4-pyridyl)oxy]-1-piperidinyl]-3,4-dimethyl-pyrimido[4',5':4,5]thieno[2,3-c]pyridazine